6-(4-chloro-3-isopropyl-3H-imidazo[4,5-c]pyridin-6-yl)-1-((1s,3s)-3-(3,3-dimethylpyrrolidin-1-yl)cyclobutyl)-1'-(oxetane-2-carbonyl)spiro[indoline-3,4'-piperidin]-2-one ClC1=NC(=CC2=C1N(C=N2)C(C)C)C2=CC=C1C(=C2)N(C(C12CCN(CC2)C(=O)C2OCC2)=O)C2CC(C2)N2CC(CC2)(C)C